O=C(C(=O)OCC)N(CC1=NC=CC=C1)C(C)C1=CC=CC=C1 Ethyl 2-oxo-2-[1-phenylethyl (2-pyridylmethyl)amino]acetate